C1=CC=CC=CN=NN=NC=CC=C1 Tetraaza[14]annulene